(R)-benzyl 2-(1-((2,2-dimethyl-1,3-dioxan-4-yl) methyl)-6-fluoro-5-nitro-1H-indol-2-yl)-2-methylpropionate CC1(OCC[C@@H](O1)CN1C(=CC2=CC(=C(C=C12)F)[N+](=O)[O-])C(C(=O)OCC1=CC=CC=C1)(C)C)C